CCCCC/C=C\\C=C\\C(CCCCCCCC(=O)[O-])O The molecule is a HODE(1-) that is the conjugate base of 9-HODE, obtained by deprotonation of the carboxy group; major species at pH 7.3. It derives from a linoleate. It is a conjugate base of a 9-HODE.